1-((1R,5S)-3-(7-(3-hydroxynaphthalen-1-yl)-2-(((S)-1-methylpyrrolidin-2-yl)methoxy)quinazolin-4-yl)-3,8-diazabicyclo[3.2.1]octan-8-yl)-2-(pyrazin-2-yl)ethan-1-one OC=1C=C(C2=CC=CC=C2C1)C1=CC=C2C(=NC(=NC2=C1)OC[C@H]1N(CCC1)C)N1C[C@H]2CC[C@@H](C1)N2C(CC2=NC=CN=C2)=O